CN1C=CC=2C1=NC(=CC2N2CC1=C(CC2)N(N=C1C)CC1C2(CCC(C1)CC2)N)C ((5-(1,6-dimethyl-1H-pyrrolo[2,3-b]pyridin-4-yl)-3-methyl-4,5,6,7-tetrahydro-1H-pyrazolo[4,3-c]pyridin-1-yl)methyl)bicyclo[2.2.2]octan-1-amine